7-(dimethylphosphoryl)-3-(2-(((1S,3R)-3-hydroxycyclohexyl)amino)-5-(trifluoromethyl)pyrimidin-4-yl)-1H-indole-6-carbonitrile CP(=O)(C)C=1C(=CC=C2C(=CNC12)C1=NC(=NC=C1C(F)(F)F)N[C@@H]1C[C@@H](CCC1)O)C#N